NC1=C2N=C(N(C2=NC=N1)CCC(=O)N)SC1=CC2=C(OCO2)C=C1N(C)C 3-(6-amino-8-((6-(dimethylamino)benzo[d][1,3]dioxol-5-yl)thio)-9H-purin-9-yl)propanamide